ClC=1C(=CC2=C(SC(O2)(F)F)C1)CO (5-chloro-2,2-difluoro-1,3-benzoxathiol-6-yl)methanol